[9-Chloro-7-(2-chloro-phenyl)-5H-benzo[c]pyrimido[4,5-e]azepin-2-yl]-pyridin ClC=1C=CC2=C(C(=NCC3=C2N=C(N=C3)C3=NC=CC=C3)C3=C(C=CC=C3)Cl)C1